C1(CC1)[C@@H](C(F)(F)F)NC(=O)NCC1=CC(=NC=C1)OC(F)F 1-[(1S)-1-cyclopropyl-2,2,2-trifluoroethyl]-3-[[2-(difluoromethoxy)pyridin-4-yl]methyl]urea